(S)-2-((((9H-fluoren-9-yl)methoxy)carbonyl)amino)-3-(1-(tert-butoxycarbonyl)-6-(trifluoromethyl)-1H-indol-3-yl)propanoic acid C1=CC=CC=2C3=CC=CC=C3C(C12)COC(=O)N[C@H](C(=O)O)CC1=CN(C2=CC(=CC=C12)C(F)(F)F)C(=O)OC(C)(C)C